C(C)N1C2=C(C3=CC=CC=C13)CCN(C2)CCCCNC(C2=CC=C(C=C2)C=2C=NC=CC2)=O N-(4-(9-ethyl-1,3,4,9-tetrahydro-2H-pyrido[3,4-b]indol-2-yl)butyl)-4-(pyridin-3-yl)benzamide